2-(butylsulfanyl)-9-(3-chloro-2,6-difluorobenzyl)-9H-purin-6-amine C(CCC)SC1=NC(=C2N=CN(C2=N1)CC1=C(C(=CC=C1F)Cl)F)N